4-[4-({(1R)-1-[3-(difluoromethyl)-2-fluorophenyl]ethyl}amino)-2-methylpyrido[3,4-d]pyrimidin-6-yl]-1-(1-hydroxycyclopropane-1-carbonyl)-1,4lambda5-azaphosphinan-4-one FC(C=1C(=C(C=CC1)[C@@H](C)NC=1C2=C(N=C(N1)C)C=NC(=C2)P2(CCN(CC2)C(=O)C2(CC2)O)=O)F)F